2,6-dimethoxy-N-((5-(thiophen-2-yl)-1,3,4-oxadiazol-2-yl)methyl)benzamide COC1=C(C(=O)NCC=2OC(=NN2)C=2SC=CC2)C(=CC=C1)OC